BrC1=C2C3(CNC(C2=CC(=C1)C(=O)OC)=O)CC3 methyl 5'-bromo-1'-keto-2',3'-dihydro-1'H-spiro[cyclopropane-1,4'-isoquinoline]-7'-carboxylate